3-methyl-1-oxo-5,6,7,8-tetrahydro-1λ5-quinoline CC=1C=N(C=2CCCCC2C1)=O